2-[1-(oxetan-3-yl)-4-piperidyl]-5-(4,4,5,5-tetramethyl-1,3,2-dioxaborolan-2-yl)-1,3-benzothiazole O1CC(C1)N1CCC(CC1)C=1SC2=C(N1)C=C(C=C2)B2OC(C(O2)(C)C)(C)C